FC1C(C(OC1)CO)O (E)-4-fluoro-2-(hydroxymethyl)oxolane-3-ol